Cl.CO[C@H]1C[C@H](NC1)C(=O)O (2S,4S)-4-methoxypyrrolidine-2-carboxylic acid hydrochloride